C(=O)OC1=CC(=CC(=C1)OC=O)OC=O Benzene-1,3,5-triyl Triformate